4-(5-Nitrobenzofuran-2-yl)-2-pyridinecarboxylic acid methyl ester COC(=O)C1=NC=CC(=C1)C=1OC2=C(C1)C=C(C=C2)[N+](=O)[O-]